2,5,7,10-tetraoxadodecan-12-yl methanesulfonate CS(=O)(=O)OCCOCCOCOCCOC